BrCC1=CC=CC=C1 alpha-Bromotoluene